N-[3-[7-[1-[4-(trifluoromethoxy)benzoyl]-4-piperidyl]-3H-imidazo[4,5-b]pyridin-2-yl]phenyl]tetrahydrofuran-2-carboxamide FC(OC1=CC=C(C(=O)N2CCC(CC2)C2=C3C(=NC=C2)NC(=N3)C=3C=C(C=CC3)NC(=O)C3OCCC3)C=C1)(F)F